C(C)(C)(C)OC(=O)N1CC2(C1)CC(C2)[C@@H](CN)C 6-[(1S)-2-amino-1-methyl-ethyl]-2-azaspiro[3.3]Heptane-2-carboxylic acid tert-butyl ester